C1(CC1)[C@@H]1N(CCN(C1)C=1C=CC=2N=CN=C(C2N1)NC1=C(C(=C(C=C1)OC1=CC2=C(N(C=N2)C(F)F)C=C1)C)F)C(C=C)=O (S)-1-(2-cyclopropyl-4-(4-((4-((1-(difluoromethyl)-1H-benzo[d]imidazol-5-yl)oxy)-2-fluoro-3-methylphenyl)amino)pyrido[3,2-d]pyrimidin-6-yl)piperazin-1-yl)prop-2-en-1-one